methyl-3-[2-[3-methyl-5-(1-piperidylsulfonyl)indol-1-yl]propanoylamino]benzamide CC1=C(C(=O)N)C=CC=C1NC(C(C)N1C=C(C2=CC(=CC=C12)S(=O)(=O)N1CCCCC1)C)=O